C(C)(C)(C)N(C(O)=O)C1(CC1)C1=NC=C(C=N1)Br.ClC=1C=C(C=C(C1)Cl)CC=O 2-(3,5-dichlorophenyl)ethanone tert-butyl-(1-(5-bromopyrimidin-2-yl)cyclopropyl)carbamate